1-methylindazole-7-amine CN1N=CC2=CC=CC(=C12)N